4-(5-methyl-2-((1-methyl-1H-pyrazol-5-yl)amino)pyrimidin-4-yl)-N-(3-methylbenzyl)oxazole-2-carboxamide CC=1C(=NC(=NC1)NC1=CC=NN1C)C=1N=C(OC1)C(=O)NCC1=CC(=CC=C1)C